1-[(3-chloro-2-fluorophenyl)methyl]-4,4-difluoro-2-[(cis)-3-fluorocyclobutanecarbonyl]-8-oxa-2,6-diazaspiro[4.5]decan-7-one ClC=1C(=C(C=CC1)CC1N(CC(C12NC(OCC2)=O)(F)F)C(=O)[C@@H]2C[C@@H](C2)F)F